(4-tert-butoxyphenyl)bis(4-dimethylaminophenyl)sulfonium C(C)(C)(C)OC1=CC=C(C=C1)[S+](C1=CC=C(C=C1)N(C)C)C1=CC=C(C=C1)N(C)C